8-(3-ethyl-2-(trifluoromethyl)phenyl)-9-(4-((1-(3-fluoropropyl)azetidin-3-ylidene)methyl)phenyl)-6,7-dihydro-5H-benzo[7]annulene-3-carboxylic acid C(C)C=1C(=C(C=CC1)C=1CCCC2=C(C1C1=CC=C(C=C1)C=C1CN(C1)CCCF)C=CC(=C2)C(=O)O)C(F)(F)F